C(C)(C)(C)C1=CC(=NC=C1)C1=CC=2C(=CN=C(C2)CC2(CC2)C(=O)O)N1 1-[[2-(4-tert-butyl-2-pyridyl)-1H-pyrrolo[2,3-c]pyridin-5-yl]methyl]cyclopropanecarboxylic acid